(3R)-6-amino-1-{[3-(difluoromethyl)phenyl]methyl}-3-methyl-7-(trifluoromethyl)-3H-pyrido[2,3-b][1,4]oxazin-2-one NC=1C(=CC2=C(O[C@@H](C(N2CC2=CC(=CC=C2)C(F)F)=O)C)N1)C(F)(F)F